OC(=O)C(F)(F)F.FC=1C=C(CNC(=O)C2=CC=C(S2)C2=C(C(=NC(=C2C(=O)OCC)[C@H]2NCC[C@@H]2O)CCC2=CC=C(C=C2)F)C=2OC(=NN2)C)C=CC1F ethyl 4-(5-((3,4-difluorobenzyl)carbamoyl)thiophen-2-yl)-6-(4-fluorophenethyl)-2-((2R,3S)-3-hydroxypyrrolidin-2-yl)-5-(5-methyl-1,3,4-oxadiazol-2-yl)nicotinate TFA salt